tert-butyl (S)-3-amino-5-(2-(2-methylazetidin-1-yl)-6,7-dihydro-5H-cyclopenta[d]pyrimidin-4-yl)-1H-pyrazolo[3,4-c]pyridine-1-carboxylate NC1=NN(C2=CN=C(C=C21)C=2C1=C(N=C(N2)N2[C@H](CC2)C)CCC1)C(=O)OC(C)(C)C